C(CCCCCCCCCCCCCCCCC)(=O)O[C@@H]([C@H]([C@H](CO[C@@H]1[C@H](O)[C@@H](O)[C@@H](O)[C@H](O1)CO)N(C(=O)OCC1=CC=C(C=C1)N)C([C@@H](NC([C@@H](NC(=O)OCC1C2CCC#CCCC12)C(C)C)=O)CCCNC(=O)N)=O)O)CCCCCCCCCCCCCC (2S,3S,4R)-2-(N-((Bicyclo[6.1.0]non-4-yn-9-yl)methoxycarbonyl)-L-valinyl-L-citrullinyl-4-aminobenzyloxycarbonylamino)-1-(α-D-galactopyranosyloxy)-3-hydroxy-octadecan-4-yl stearate